ClC1=C(C(=CC=C1)F)N1C=2N(C3=C(C1=O)C=NC(=N3)NC3=CC=C1C4(CNCC1=C3)CC4)C=CN2 6-(2-chloro-6-fluorophenyl)-2-(2',3'-dihydro-1'H-spiro[cyclopropane-1,4'-isoquinolin]-7'-ylamino)imidazo[1,2-a]pyrimido[5,4-e]pyrimidin-5(6H)-one